N1C(CCCC1)C[N+]1=NOC(=C1)[NH-] (3-(piperidin-2-ylmethyl)-1,2,3-oxadiazol-3-ium-5-yl)amide